CN1N=CC(=C1)N 1-methyl-1H-pyrazole-4-Amine